2-fluoro-N-(4-isopropenyl-2-pyridyl)-4-(1-methyltriazol-4-yl)-N-[(3R)-3-piperidyl]benzamide FC1=C(C(=O)N([C@H]2CNCCC2)C2=NC=CC(=C2)C(=C)C)C=CC(=C1)C=1N=NN(C1)C